F[C@H]1CN(CC[C@H]1NC=1C=2N(C=CC1)C(=C(N2)C2=NN=C(S2)CNC(=O)C2CC2)C=C)C N-((5-(8-(((3S,4R)-3-fluoro-1-methylpiperidin-4-yl)amino)-3-vinylimidazo[1,2-a]pyridin-2-yl)-1,3,4-thiadiazol-2-yl)methyl)cyclopropanecarboxamide